N-[4-[1-[4-(trifluoromethoxy)phenyl]-1,2,4-triazol-3-yl]phenyl]carbamate FC(OC1=CC=C(C=C1)N1N=C(N=C1)C1=CC=C(C=C1)NC([O-])=O)(F)F